S1N=CC2=C1C=C(C=C2)NC=2C1=C(N=CN2)C=CC(=N1)N1CC(C1)NC(OC(C)(C)C)=O tert-butyl N-[1-[4-(1,2-benzothiazol-6-ylamino)pyrido[3,2-d]pyrimidin-6-yl]azetidin-3-yl]carbamate